N-(4-(2-iso-propoxyeth-oxy)-2-meth-oxyphenyl)-7-methylquinolin-4-amine C(C)(C)OCCOC1=CC(=C(C=C1)NC1=CC=NC2=CC(=CC=C12)C)OC